4-Methoxyphthalide COC1=C2COC(=O)C2=CC=C1